Racemic-2-(3-(3-chloro-4-fluorophenyl)-1-(1-(6,7-difluoro-1-oxo-1,2-dihydroisoquinolin-4-yl)ethyl)ureido)ethane-1-sulfonamide ClC=1C=C(C=CC1F)NC(N([C@H](C)C1=CNC(C2=CC(=C(C=C12)F)F)=O)CCS(=O)(=O)N)=O |r|